ClC=1C=C(C=CC1F)[C@@H](NC(=O)N1[C@@H](C(NCC1)=O)C)[C@@H]1C[C@@H](C1)C(F)(F)F (2R)-N-((S)-(3-chloro-4-fluorophenyl)(cis-3-(trifluoromethyl)cyclobutyl)methyl)-2-methyl-3-oxopiperazine-1-carboxamide